N-(cis-4-hydroxytetrahydrofuran-3-yl)-2-methyl-5-((2-methylthiazol-5-yl)methoxy)benzofuran-3-carboxamide O[C@@H]1[C@@H](COC1)NC(=O)C1=C(OC2=C1C=C(C=C2)OCC2=CN=C(S2)C)C